NC1=NC(=NC(=C1NC(=O)C1(CC1)C)N)C1=NN(C2=NN=CC=C21)CC2=C(C=CC=C2)F N-(4,6-diamino-2-(1-(2-fluorobenzyl)-1H-pyrazolo[3,4-c]pyridazin-3-yl)pyrimidin-5-yl)-1-methylcyclopropane-1-carboxamide